methylmagnesium chloride format C(=O)O.C[Mg]Cl